3-(1-(benzothiazol-6-yl)pyrrolidin-3-yl)-2-fluorobenzoic acid S1C=NC2=C1C=C(C=C2)N2CC(CC2)C=2C(=C(C(=O)O)C=CC2)F